NC=1N=NC(=CC1N1CCC(CC1)(C(=O)NCC1CCNCC1)C1=CC=CC=C1)C1=C(C=CC=C1)O 1-[3-amino-6-(2-hydroxyphenyl)pyridazin-4-yl]-4-phenyl-N-(4-piperidylmethyl)piperidine-4-carboxamide